(3R,4R)-4-{[5-chloro-7-(1-ethylcyclobutyl)imidazo[4,3-f][1,2,4]triazin-2-yl]amino}-1-methanesulfonylpiperidin-3-ol ClC=1N=C(N2N=C(N=CC21)N[C@H]2[C@@H](CN(CC2)S(=O)(=O)C)O)C2(CCC2)CC